ClC=1C(=C(NC2=NC=NC3=CC(=C(C=C23)NC(C=C)=O)C#C[C@@]2(CN(CC2)C)C)C=CC1)F N-[4-(3-chloro-2-fluoro-anilino)-7-[2-[(3R)-1,3-dimethylpyrrolidin-3-yl]ethynyl]quinazolin-6-yl]prop-2-enamide